C(C=C)C12C3(C=CC(C1C(NC2=O)=O)C3)CCCCCCCCCCCCC32C1(C(C(C=C3)C2)C(NC1=O)=O)CC=C dodecamethylene-bis(allylbicyclo[2.2.1]hept-5-ene-2,3-dicarboximide)